FC=1C=C(C(=O)O)C=CC1N1C[C@@H](CC1)CO (R)-3-Fluoro-4-(3-(hydroxymethyl)pyrrolidin-1-yl)benzoic acid